C1(=C2N(C=N1)CCC2)[C@@H](C(NC=2SC=CN2)=O)N2CC1=C(C=C(C=C1C2=O)C2=CC=C(C=C2)C2CCN(CC2)CC(=O)O)F 2-[4-[4-[2-[(1S)-1-(6,7-dihydro-5H-pyrrolo[1,2-c]imidazol-1-yl)-2-oxo-2-(thiazol-2-ylamino)ethyl]-7-fluoro-3-oxo-isoindol-5-yl]phenyl]-1-piperidinyl]acetic acid